ClC=1C=C(C=C2C(=C(C=NC12)C#N)NCC(C)(C)C)N[C@H](C=1N=NN(C1)C1(CC1)C(F)(F)F)C1=CN=CC2=CC=CC=C12 (S)-8-chloro-6-((isoquinolin-4-yl(1-(1-(trifluoromethyl)cyclopropyl)-1H-1,2,3-triazol-4-yl)methyl)amino)-4-(neopentylamino)quinoline-3-carbonitrile